C(C)(C)N(C(C)C)B(I)I (di-iso-propylamino)diiodoborane